C(#N)[C@H]1CO[C@H]2[C@@H]1OC[C@@H]2NC(OCC2=CC=CC=C2)=O benzyl ((3S,3aR,6S,6aR)-6-cyanohexahydrofuro[3,2-b]furan-3-yl)carbamate